O=C1NC=CC=C1C(=O)O oxo-1,2-dihydropyridine-3-carboxylic acid